C(=O)O.C(C)OC1=NC(=NC=C1C(=O)NC1=CC2=CN(N=C2C(=C1)F)C)N1C[C@@H](CC1)NC (R)-4-ethoxy-N-(7-fluoro-2-methyl-2H-indazol-5-yl)-2-(3-(methylamino)pyrrolidin-1-yl)pyrimidine-5-carboxamide formate